5-(tert-butyl)-1,3-diphenyl-2,3-dihydro-1H-imidazo[4,5-b]pyrazine C(C)(C)(C)C=1N=C2C(=NC1)N(CN2C2=CC=CC=C2)C2=CC=CC=C2